S(=O)(=O)(C1=CC=C(C)C=C1)N1C=CC2=C(C(=CC=C12)OC=1C=C(C#N)C=CC1)C=C 3-((1-tosyl-4-vinyl-1H-indol-5-yl)oxy)benzonitrile